3-methyl-N-(4-methyl-quinolin-8-yl)pyridine-2-sulfonamide CC=1C(=NC=CC1)S(=O)(=O)NC=1C=CC=C2C(=CC=NC12)C